(1R,2S,5S)-3-((S)-2-amino-3,3-dimethylbutanoyl)-N-((2S)-4-amino-3-hydroxy-4-oxo-1-((S)-2-oxopyrrolidin-3-yl)butan-2-yl)-6,6-dimethyl-3-azabicyclo[3.1.0]hexane-2-carboxamide N[C@H](C(=O)N1[C@@H]([C@H]2C([C@H]2C1)(C)C)C(=O)N[C@@H](C[C@H]1C(NCC1)=O)C(C(=O)N)O)C(C)(C)C